OC(C)(C)C=1SC(=CN1)C=O (2-(2-hydroxypropan-2-yl)thiazol-5-yl)methanone